C1(CC1)CN(C(=O)NC1=CC(=CC=C1)C(F)(F)F)C1CC2(CN(C2)C(=O)C2=C3N(N=C2)C=CN3C)C1 1-(cyclopropylmethyl)-1-(2-(1-methyl-1H-imidazo[1,2-b]pyrazole-7-carbonyl)-2-azaspiro[3.3]heptan-6-yl)-3-(3-(trifluoromethyl)phenyl)urea